6-Bromo-3-ethyl-2-((R)-1-((R)-3-methyl-1,4-diazepan-1-yl)butyl)quinazolin-4(3H)-one BrC=1C=C2C(N(C(=NC2=CC1)[C@@H](CCC)N1C[C@H](NCCC1)C)CC)=O